6-fluoro-4-indoleboronic acid pinacol ester FC=1C=C(C=2C=CNC2C1)B1OC(C)(C)C(C)(C)O1